trifluoromethyloct-2-ene FC(F)(F)CC=CCCCCC